C12(CCC(CC1)C2)[PH2]=O racemic-norbornylphosphine oxide